(S)-1-(3-((4-((4-((2-oxabicyclo[2.1.1]hexan-4-yl)methoxy)-3-chloro-2-fluorophenyl)amino)pyrido[3,2-d]pyrimidin-6-yl)oxy)pyrrolidin-1-yl)prop-2-en-1-one C12OCC(C1)(C2)COC2=C(C(=C(C=C2)NC=2C1=C(N=CN2)C=CC(=N1)O[C@@H]1CN(CC1)C(C=C)=O)F)Cl